C(#N)N(C=1SC(=C(N1)C(=O)NC1C(CC1)(C)C)C)C1=CC(=NC(=C1)F)F 2-[cyano-(2,6-difluoro-4-pyridyl)amino]-N-(2,2-dimethyl-cyclobutyl)-5-methyl-thiazole-4-carboxamide